N-(3-(5-chloro-2-methoxyphenyl)-1-(2-(2-methoxyethylamino)-2-oxoethyl)-1H-pyrazol-4-yl)pyrazolo[1,5-a]pyrimidine-3-carboxamide ClC=1C=CC(=C(C1)C1=NN(C=C1NC(=O)C=1C=NN2C1N=CC=C2)CC(=O)NCCOC)OC